N1N=CC(=C1)C1=CN=C2C(=N1)N(C=N2)C(C)C=2C=C1C=CC=NC1=CC2 6-(1-(6-(1H-pyrazol-4-yl)-1H-imidazo[4,5-b]pyrazin-1-yl)ethyl)quinoline